C(CC)(=O)ON=C1C(CCCC1)C(C)CC 2-(sec-butyl)cyclohexan-1-one O-propionyl oxime